(E)-3-(2-(diethoxyphosphoryl)vinyl)azetidine-1-carboxylic acid tert-butyl ester C(C)(C)(C)OC(=O)N1CC(C1)\C=C\P(=O)(OCC)OCC